IC1=C(C(=C(C(=C1C)C)C)C)N1C2=CC=CC=C2SC=2C=CC=C(C12)C#N 10-(2-iodo-3,4,5,6-tetramethylphenyl)-10H-phenothiazine-1-carbonitrile